2-(2,2-Difluoroethyl)-6-methylsulfanyl-1H-pyrazolo[3,4-d]pyrimidin-3-one FC(CN1NC2=NC(=NC=C2C1=O)SC)F